(2S)-N-{4-[3'-(2-chloro-3-fluoroanilino)-4'-oxo-1',4',5',7'-tetrahydrospiro[cyclobutane-1,6'-pyrrolo[3,2-c]pyridin]-2'-yl]pyridin-2-yl}-4,4-difluoro-2-(4-fluorophenyl)butanamide ClC1=C(NC2=C(NC3=C2C(NC2(C3)CCC2)=O)C2=CC(=NC=C2)NC([C@@H](CC(F)F)C2=CC=C(C=C2)F)=O)C=CC=C1F